O[C@H]1C[C@H](C1)C(=O)O (cis)-3-hydroxycyclobutanecarboxylic acid